FC(N1C=2C=3C=CN=C([C@@H](CC=C[C@@H](C(NC2C=N1)=O)C)NC(OC(C)(C)C)=O)C3)F tert-butyl N-[(9S,13R)-3-(difluoromethyl)-9-methyl-8-oxo-3,4,7,15-tetraazatricyclo[12.3.1.02,6]octadeca-1(18),2(6),4,10,14,16-hexaen-13-yl]carbamate